N-(2-cyclopropyl-3-oxo-pyridazin-4-yl)-7-isopropoxy-2-[(1R,4S)-1-methyl-2-oxabicyclo[2.2.1]heptan-4-yl]imidazo[1,2-a]pyridine-6-carboxamide C1(CC1)N1N=CC=C(C1=O)NC(=O)C=1C(=CC=2N(C1)C=C(N2)[C@]21CO[C@](CC2)(C1)C)OC(C)C